(3S)-3-[[(2S)-2-[3-(methoxycarbonylamino)-2-oxopyridin-1-yl]butanoyl]amino]-4-oxo-5-(2,3,5,6-tetrafluorophenoxy)pentanoic acid COC(=O)NC=1C(N(C=CC1)[C@H](C(=O)N[C@@H](CC(=O)O)C(COC1=C(C(=CC(=C1F)F)F)F)=O)CC)=O